NC1=C(C(=C(C=N1)C=1C(=NC(=CC1)C(F)(F)F)C(=O)N)N1CCOCC1)F.[N] nitrogen (6-amino-5-fluoro-4-morpholinylpyridin-3-yl)-6-(trifluoromethyl)pyridineamide